COC1C(CC2=C(C=3CCCC3C=C12)C1=CC=C(C=C1)C(C)(C)C)C 1-methoxy-2-methyl-4-(4-tert-butylphenyl)-1,2,3,5,6,7-hexahydro-s-indacene